C(C1(C)C(C)(C)C(C(=O)[O-])CC1)(=O)[O-] Camphorat